C1CCC2=CC3=C(CCCC3)C=C2C1 octahydroanthracene